BrC=1C(=NC=CC1)CC1N(C(C2=CC=CC=C12)=O)CC1=C(C2=C(NN=N2)C=C1)F 3-((3-bromopyridin-2-yl)methyl)-2-((4-fluoro-1H-benzo[d][1,2,3]triazol-5-yl)methyl)isoindolin-1-one